ClC1=C(C=CC(=C1)F)C1(CC1)C1=NOC(=N1)C1=NN(C(=C1)C(F)F)CC(=O)N1CC(C1)(F)F 2-(3-(3-(1-(2-Chloro-4-fluorophenyl)cyclopropyl)-1,2,4-oxadiazol-5-yl)-5-(difluoromethyl)-1H-pyrazol-1-yl)-1-(3,3-difluoroazetidin-1-yl)ethan-1-one